1-(5-(((3S,5R)-4-isobutyl-3,5-dimethylpiperazin-1-yl)methyl)pyrazolo[1,5-a]pyridin-3-yl)dihydropyrimidine-2,4(1H,3H)-dione C(C(C)C)N1[C@H](CN(C[C@H]1C)CC1=CC=2N(C=C1)N=CC2N2C(NC(CC2)=O)=O)C